(2R,4S)-4-{[3,5-bis(trifluoromethyl)benzyl]-[5-(3-t-butoxycarbonylpropoxy)pyrimidin-2-yl]amino}-2-ethyl-6-trifluoromethyl-3,4-dihydro-2H-quinoline-1-carboxylic acid ethyl ester C(C)OC(=O)N1[C@@H](C[C@@H](C2=CC(=CC=C12)C(F)(F)F)N(C1=NC=C(C=N1)OCCCC(=O)OC(C)(C)C)CC1=CC(=CC(=C1)C(F)(F)F)C(F)(F)F)CC